NC1=NC=2C=CC=CC2C2=C1N=C(N2C[C@@H](C)O[P@](=O)(OC2=CC=C(C=C2)OC)N[C@@H](C)C(=O)OC(C)(C)C)COCC Tert-butyl ((S)-(((R)-1-(4-amino-2-(ethoxymethyl)-1H-imidazo[4,5-c]quinolin-1-yl) propan-2-yl) oxy) (4-methoxyphenoxy) phosphoryl)-L-alaninate